1-(4-Chloro-3-methylphenyl)-N-(3-fluorocyclobutyl)-1H-pyrrolo[2,3-b]pyridine-2-carboxamide ClC1=C(C=C(C=C1)N1C(=CC=2C1=NC=CC2)C(=O)NC2CC(C2)F)C